NC1=CC=C(C=N1)N1C(C[C@H](C1)C1=C(C(=CC=C1O)Cl)Cl)=O (S)-1-(6-aminopyridin-3-yl)-4-(2,3-dichloro-6-hydroxyphenyl)pyrrolidin-2-one